4,4'-biphenyl-phthalonitrile C1(=CC=C(C=C1)C1=CC=CC=C1)C=1C=CC=C(C1C#N)C#N